The molecule is a phosphatidylcholine 27:0 in which the acyl groups at positions 1 and 2 are specified as octadecanoyl and nonanoyl respectively. It derives from an octadecanoic acid and a nonanoic acid. CCCCCCCCCCCCCCCCCC(=O)OC[C@H](COP(=O)([O-])OCC[N+](C)(C)C)OC(=O)CCCCCCCC